C(=O)(O)CCC1=CC(=C(OCCOCCCCOCC2=C(C(=NN2)C)CCCOC=2C=C(C(=O)O)C=CC2F)C(=C1)Cl)Cl 3-[3-[5-[4-[2-[4-(2-carboxyethyl)-2,6-dichloro-phenoxy]ethoxy]butoxymethyl]-3-methyl-1H-pyrazol-4-yl]propoxy]-4-fluoro-benzoic acid